NC1(CC2CCC(C1)N2C2=NC(=C1C(=N2)NN=C1C1=C(C2=C(N(N=C2C=C1)C)Cl)Cl)C(=O)N)C 6-(3-amino-3-methyl-8-azabicyclo[3.2.1]oct-8-yl)-3-(3,4-dichloro-2-methyl-2H-Indazol-5-yl)-1H-pyrazolo[3,4-d]pyrimidine-4-carboxamide